tris-(N,N-dimethylaminoethyl)amine CN(C)CCN(CCN(C)C)CCN(C)C